C1(=CC=C(C=C1)C1=NC(=CC(=N1)C1=C(C=CC=C1)C1=CC=2C3(C4=CC(=CC=C4C2C=C1)C#N)CCCCC3)C3=CC=CC=C3)C3=CC=CC=C3 2'-(2-(2-([1,1'-biphenyl]-4-yl)-6-phenylpyrimidin-4-yl)phenyl)spiro[cyclohexane-1,9'-fluorene]-7'-carbonitrile